C1(CC1)C=1C=CC=2N(C1[C@H](C=1N=NN(C1)C1=CC=C(C=C1)O)O)C=NC2 |r| rac-4-{4-[(6-cyclopropyl-imidazo[1,5-a]pyridin-5-yl)-hydroxy-methyl]-[1,2,3]triazol-1-yl}-phenol